FC(C)(F)C1=NC(=CC(=C1)NC1=CC(=NC=C1OCC)CC(=O)N)C (4-((2-(1,1-difluoroethyl)-6-methylpyridin-4-yl)amino)-5-ethoxypyridin-2-yl)acetamide